FC1=C(C=NC(=C1)F)N1C(=NC2=C(C1=O)SC=N2)SCC2=C(C=C(C=C2F)F)F 6-(4,6-difluoropyridin-3-yl)-5-((2,4,6-trifluorobenzyl)thio)thiazolo-[4,5-d]pyrimidin-7(6H)-one